1-[3-iodo-2-[1-(3,3,3-trifluoropropyl)pyrazolo[3,4-c]pyridin-5-yl]indazol-6-yl]-cyclopropanecarbonitrile IC=1N(N=C2C=C(C=CC12)C1(CC1)C#N)C=1C=C2C(=CN1)N(N=C2)CCC(F)(F)F